CN=S(=O)(NC[C@@H](CN1C2=C(CCC3=C1C=CC=C3)C=CC=C2)O)C2=CC=C(C=C2)OC(F)(F)F N'-methyl-N-[(2R)-3-(10,11-dihydro-5H-di-benzo[b,f]azepin-5-yl)-2-hydroxypropyl]-4-(trifluoromethoxy)benzenesulfonimidamide